CCCCCCCC/C=C/CCCCCCCCCCCC(=O)O[C@@]1([C@@H]([C@H]([C@@H]([C@H](O1)CO)O)O)O)OC2([C@H]([C@@H]([C@H](O2)CO)O)O)CO Sucrose erucate